2-methoxy-1,4-phenylene-bis(4-hydroxybenzoate) COC1=C(C=CC(=C1)C1=C(C(=O)[O-])C=CC(=C1)O)C1=C(C(=O)[O-])C=CC(=C1)O